FC=1C=CC2=C(C3C(CO2)C3C(=O)NC3(COC3)C3=CC=C(C=C3)F)C1 exo-6-fluoro-N-[3-(4-fluorophenyl)oxetan-3-yl]-1,1a,2,7b-tetrahydrocyclopropa[c][1]benzopyran-1-carboxamide